Cl.C(C(=O)Cl)(=O)Cl oxalic acid chloride hydrochloride